2-Acetyl-furan C(C)(=O)C=1OC=CC1